(2,4-dichlorophenyl)acethydrazide ClC1=C(C=CC(=C1)Cl)CC(=O)NN